5-(phenylmethylsulfonylamino)thiazole-4-carboxylic acid C1(=CC=CC=C1)CS(=O)(=O)NC1=C(N=CS1)C(=O)O